4-((1S,5R)-8-(3-(Trifluoromethyl)phenyl)-1,3,4,5-tetrahydro-2H-1,5-methanobenzo[c]azepin-2-yl)cyclohexan-1-amine FC(C=1C=C(C=CC1)C=1C=CC2=C([C@H]3N(CC[C@@H]2C3)C3CCC(CC3)N)C1)(F)F